O=C1N([C@@H]2CC[C@H](N1C2)C(NS(=O)(=O)N)=N)OS(=O)(=O)[O-] (2S,5R)-7-oxo-2-(N-aminosulfonylcarbamimidoyl)-1,6-diazabicyclo[3.2.1]oct-6-ylsulfate